N1=C2C(=CC(=C1)S(=O)(=O)N1CCC3(C[C@H](CO3)NC[C@@H](COC=3C=C(C=CC3)S(=O)(=O)NC)O)CC1)CNC2 3-((S)-3-((R)-8-(6,7-dihydro-5H-pyrrolo[3,4-b]pyridin-3-ylsulfonyl)-1-oxa-8-azaspiro[4.5]decan-3-ylamino)-2-hydroxypropoxy)-N-methylbenzenesulfonamide